OCCN1CCN(CC1)C1=CC=C(C=C1)C(C#C)O 4-(4-(2-hydroxyethyl)piperazin-1-yl)phenyl-2-propyn-1-ol